C(C)(C)NC(O)=O.C(C)(C)NC(O[C@H]1C[C@H](CC1)C1=CC(=NN1)NC(=O)C1CC(C1)OC1=C(C(=CC=C1)O)C=O)=O (1R,3S)-3-(3-((1r,3S)-3-(2-formyl-3-hydroxyphenoxy) cyclobutane-1-carboxamido)-1H-pyrazol-5-yl)cyclopentyl isopropylcarbamate isopropylcarbamate